N1=C(C=CC=C1)C1=NC2=CC=CC=C2N=C1C1=NC=CC=C1 2,3-bis(2-pyridinyl)quinoxaline